C1CC1CN2CC[C@]34[C@@H]5C(=O)CC[C@]3([C@H]2CC6=C4C(=C(C=C6)O)O5)O N-cyclopropylmethyl-14-hydroxydihydromorphinone